BrC1=CN=CC(=N1)OC1C[C@H]2CCC[C@@H](C1)N2C(=O)OC(C)(C)C tert-butyl (1R,3r,5S)-3-((6-bromopyrazin-2-yl)oxy)-9-azabicyclo[3.3.1]nonane-9-carboxylate